C(CCCCCCC\C=C/CCCCCCCC)(=O)[O-] (Z)-9-octadecenoate